(13aS)-2,3,6,7-tetramethoxy-10-((1-methyl-4-nitro-1H-imidazol-5-yl)methyl)-10,11,12,13,13a,14-hexahydro-9H-dibenzo[f,h]pyrrolo[1,2-b]isoquinolin-10-ium bromide [Br-].COC=1C(=CC2=C(C=3C[C@H]4[N+](CC3C3=C2C=C(C(=C3)OC)OC)(CCC4)CC4=C(N=CN4C)[N+](=O)[O-])C1)OC